2,2-dimethyl-8-nitro-3,4-dihydro-1H-quinoline-6-carboxylic acid ethyl ester C(C)OC(=O)C=1C=C2CCC(NC2=C(C1)[N+](=O)[O-])(C)C